4-(5-methyl-4-formyl-3-methyl-1H-pyrazol-1-yl)-3-fluorobenzonitrile CC1=C(C(=NN1C1=C(C=C(C#N)C=C1)F)C)C=O